C12CN(CC2C1)C[C@H]([C@@H](C1=NC=C(C=C1)OC)O)NC(CC1CC2=CC=CC=C2C1)=O N-((1S,2R)-3-(3-azabicyclo[3.1.0]hexan-3-yl)-1-hydroxy-1-(5-methoxypyridin-2-yl)propan-2-yl)-2-(2,3-dihydro-1H-inden-2-yl)acetamide